4-bromo-N,N-dipropylbenzenesulfonamide BrC1=CC=C(C=C1)S(=O)(=O)N(CCC)CCC